2-(cyclohexyl-(ethyl)amino)acetamide C1(CCCCC1)N(CC(=O)N)CC